ClC1=CC(=C(C=C1Cl)C(C1CCN(CC1)C([C@@H](CO)O)=O)N(C)C)O (2R)-1-[4-[(4,5-dichloro-2-hydroxyphenyl)(dimethylamino)methyl]piperidin-1-yl]-2,3-dihydroxypropan-1-one